C(C)(C)(C)C=1C=C(C=O)C=C(C1)I 3-tert-butyl-5-iodobenzaldehyde